FC(OC1=C(C(=C(C=C1)NC=1C2=C(N=CN1)C=CC(=N2)O[C@@H]2CNCC2)F)F)F (S)-N-(4-(difluoromethoxy)-2,3-difluorophenyl)-6-(pyrrolidin-3-yloxy)pyrido[3,2-d]pyrimidin-4-amine